(+/-)-tert-butyl (trans,trans)-3-(hydroxymethyl)-4-(3-methoxyphenyl)-2-methylpiperidine-1-carboxylate OCC1C(N(CCC1C1=CC(=CC=C1)OC)C(=O)OC(C)(C)C)C